Cl.FC1=CC=C(C=C1)C=1CCNCC1 4-(4-fluorophenyl)-1,2,3,6-tetrahydropyridine HCl